C(C)(C)(C)OC(=O)N1CC(N(CC1)C=1C2=C(N(C(N1)=O)C1=C(C=CC=C1)C(C)C)CNCC2)C 4-(1-(2-isopropylphenyl)-2-oxo-1,2,5,6,7,8-hexahydropyrido[3,4-d]Pyrimidin-4-yl)-3-methylpiperazine-1-carboxylic acid tert-butyl ester